CO[SiH](CC[SiH](OC)OC)OC 1,2-bis(dimethoxysilyl)ethane